4-[(3R,5S)-4-{3-[(4R)-4-amino-3,3-dimethylpyrrolidin-1-yl]propyl}-3,5-dimethylpiperazin-1-yl]-N-{5-[2-(3,5-dimethoxyphenyl)ethyl]-1H-pyrazol-3-yl}benzamide N[C@@H]1C(CN(C1)CCCN1[C@@H](CN(C[C@@H]1C)C1=CC=C(C(=O)NC2=NNC(=C2)CCC2=CC(=CC(=C2)OC)OC)C=C1)C)(C)C